FC(C12CN(CC2C1)C=1C=2N(N=C(C1)C=1C(NC(NC1)=O)=O)C=CN2)(F)F 5-(8-(1-(trifluoromethyl)-3-azabicyclo[3.1.0]hexan-3-yl)imidazo[1,2-b]pyridazin-6-yl)pyrimidine-2,4(1H,3H)-dione